O.O.C(C(O)C(O)C(=O)O)(=O)O.C(C(O)C(O)C(=O)O)(=O)O.N1=CC=CC(=C1)C1N(C)CCC1 Nicotine ditartarate dihydrate